CNC1=C(CN(C2=NC(=CC=C12)C(F)(F)F)C1=CC=CC=C1)N1N=CC=C1 4-(Methylamino)-1-phenyl-3-(1H-pyrazol-1-yl)-7-(trifluoromethyl)-1,8-naphthyridine